5,6-difluoropyridine-3-carboxylic acid FC=1C=C(C=NC1F)C(=O)O